CNC([C@@H](CC1CCN(CC1)C(CC=1C=C2C=CC(NC2=CC1)=O)=O)NC(OCC1C2=CC=CC=C2C=2C=CC=CC12)=O)=O (9H-fluoren-9-yl)methyl (R)-(1-(methylamino)-1-oxo-3-(1-(2-(2-oxo-1,2-dihydroquinolin-6-yl)acetyl)piperidin-4-yl)propan-2-yl)carbamate